1-(3-Ethoxy-2,3-dioxopropyl)pyridin C(C)OC(C(CN1CC=CC=C1)=O)=O